COC1=C(C(=CC2=C1C1=CC(=C(C(C=C1[C@H](CC2)NC(C)=O)=O)N2CCOCC2)C)OC)OC (S)-N-(1,2,3-trimethoxy-11-methyl-10-morpholino-9-oxo-5,6,7,9-tetrahydrobenzo[a]heptalen-7-yl)acetamide